FC1=C(C=CC=C1C[C@@H]1N(CC2(CC2)[C@@H]1NS(=O)(=O)C(F)F)C([C@H](CF)O)=O)C1=CC(=CC=C1)F |&1:23| N-((6S,7S)-6-((2,3'-difluoro-[1,1'-biphenyl]-3-yl)methyl)-5-((RS)-3-fluoro-2-hydroxypropanoyl)-5-azaspiro[2.4]heptan-7-yl)-1,1-difluoromethanesulfonamide